CNC(C(C(C)C)NC([C@H](C(C)C)NC)=O)=O N,3-dimethyl-2-((S)-3-methyl-2-(methylamino)butyrylamino)butyramide